(R)-N-(3-(1-((2-amino-5-chloropyridin-3-yl)oxy)ethyl)phenyl)-3,4-dimethyl-5-(methylsulfonyl)benzamide NC1=NC=C(C=C1O[C@H](C)C=1C=C(C=CC1)NC(C1=CC(=C(C(=C1)S(=O)(=O)C)C)C)=O)Cl